3-(2-fluoro-3-(2-(2-(2-fluoro-5-((4-fluoro-1H-indol-5-yl)oxy)phenyl)-1H-imidazol-5-yl)propan-2-yl)phenyl)propanoic acid FC1=C(C=CC=C1C(C)(C)C1=CN=C(N1)C1=C(C=CC(=C1)OC=1C(=C2C=CNC2=CC1)F)F)CCC(=O)O